[4-(6-amino-pyridazin-3-yl)-piperidin-1-yl]-(4-bromo-3-methoxy-phenyl)-methanone NC1=CC=C(N=N1)C1CCN(CC1)C(=O)C1=CC(=C(C=C1)Br)OC